CC(C[C@@H]1NC(N(C1=O)C1CC2(CC(C2)OC2=NC=CC=C2C(=O)N)C1)=O)(C)C 2-{[(αR)-6-[(4S)-4-(2,2-dimethyl-propyl)-2,5-dioxo-imidazolidin-1-yl]-spiro[3.3]heptan-2-yl]oxy}pyridine-3-carboxamide